C(CC(=O)N)[C@@H](C(=O)[O-])NC(=O)C[NH3+] The molecule is a peptide zwitterion obtained by transfer of a proton from the carboxy to the amino terminus of Gly-Gln. It is a tautomer of a Gly-Gln.